BrC=1C=NC=2N(C1)N=CC2I 6-bromo-3-iodopyrazolo[1,5-a]pyrimidine